C1(=CC=CC=C1)C1=C2C=CC=CC2=C(C2=CC=CC=C12)C1=CC=C(C=C1)C=1C2=CC=CC=C2C(=C2C=CC=CC12)C1=CC=CC=C1 1,4-bis(10-phenyl-9-anthryl)benzene